ClC=1C(=C(CN2[C@@H](C[C@@](CC2)(C(=O)O)CC2=NC(=CC(=C2)C2=NC=CC=C2C)NC2=NNC(=C2)C)C)C=CC1)F (2R,4R)-1-(3-chloro-2-fluorobenzyl)-2-methyl-4-((3-methyl-6'-((5-methyl-1H-pyrazol-3-yl)amino)-[2,4'-bipyridin]-2'-yl)methyl)-piperidine-4-carboxylic acid